2-[2-bromo-6-[[1-[(4-methoxyphenyl)methyl]-2,6-dioxo-3-piperidyl]amino]phenoxy]acetic acid BrC1=C(OCC(=O)O)C(=CC=C1)NC1C(N(C(CC1)=O)CC1=CC=C(C=C1)OC)=O